NC1=NC=NN2C1=C(C=C2CO)C2=CC=C(C(=O)NCC(F)(F)F)C=C2 4-(4-amino-7-(hydroxymethyl)pyrrolo[2,1-f][1,2,4]triazin-5-yl)-N-(2,2,2-trifluoroethyl)benzamide